C(C1=CC=CC=C1)(=O)N1CC[C@]23CCN(CC[C@]2([C@H]1CC1=CC=C(C=C13)OC)O)C(=O)OCC(Cl)(Cl)Cl 2,2,2-trichloroethyl (5aS,6R,11bR)-14-benzoyl-5a-hydroxy-10-methoxy-1,2,5,5a,6,7-hexahydro-6,11b-(epiminoethano)naphtho[1,2-d]azepine-3(4H)-carboxylate